7-(pyrrolidin-1-yl)pyrido[2,3-d]pyrimidine-6-carboxylic acid N1(CCCC1)C=1C(=CC2=C(N=CN=C2)N1)C(=O)O